N-(2-((R)-4-Cyanothiazolidin-3-yl)-2-oxoethyl)-6-((R*)-2-cyclopropylpyrrolidin-1-yl)quinoline-4-carboxamide C(#N)[C@H]1N(CSC1)C(CNC(=O)C1=CC=NC2=CC=C(C=C12)N1[C@H](CCC1)C1CC1)=O |o1:23|